BrC=1C(=NN2C1CN(CC2)C(=O)[O-])NC2=CC(=C(C=C2)OC)F 3-bromo-2-(3-fluoro-4-methoxyanilino)-6,7-dihydropyrazolo[1,5-a]pyrazine-5(4H)-carboxylate